BrC1=CC=CC(=N1)NC([C@H](C(C)C)N(C(OC(C)(C)C)=O)C)=O (s)-tert-butyl (1-((6-bromopyridin-2-yl)amino)-3-methyl-1-oxobutan-2-yl)(methyl)carbamate